bromo(methoxy)-methane BrCOC